beryllium chloride [Cl-].[Be+2].[Cl-]